4-(hydroxyimino)-3-methyl-9-oxo-4,9-dihydro-1H-Naphtho[2,3-d]imidazol-3-ium ON=C1C2=CC=CC=C2C(C=2NC=[N+](C21)C)=O